(2,3-dichlorophenyl)(3-(4-hydroxypyridin-2-yl)-6-methyl-5,6-dihydro-[1,2,4]triazolo[4,3-a]pyrazin-7(8H)-yl)methanone ClC1=C(C=CC=C1Cl)C(=O)N1CC=2N(CC1C)C(=NN2)C2=NC=CC(=C2)O